N1N=NC(=C1)CNC(=O)[C@H]1N2C3=C(C=CC=C3C1)CC[C@@H](C2=O)N(C(CCO)=O)NC(CC2=CC=CC=C2)=O (2S,5S)-5-((S)-3-Hydroxy-2-phenylacetylamino-propionylamino)-4-oxo-1,2,4,5,6,7-hexahydro-azepino[3,2,1-hi]indole-2-carboxylic acid (1H-[1,2,3]triazol-4-ylmethyl)-amide